N-(4-fluoro-3-((5-(4-(3-fluorophenoxy)phenyl)-2-((1-methyl-1H-pyrazol-4-yl)amino)pyrimidin-4-yl)amino)phenyl)acrylamide FC1=C(C=C(C=C1)NC(C=C)=O)NC1=NC(=NC=C1C1=CC=C(C=C1)OC1=CC(=CC=C1)F)NC=1C=NN(C1)C